methyl 6-amino-4-(sec-butoxy)nicotinate NC1=NC=C(C(=O)OC)C(=C1)OC(C)CC